N1C(=NC=C1)C=O (1H-imidazol-2-yl)methanone